(R)-N-(5-(3-ethyl-1,2,4-oxadiazol-5-yl)-2,3-dihydro-1H-inden-1-yl)-1,5-dimethyl-1H-pyrazole-4-carboxamide C(C)C1=NOC(=N1)C=1C=C2CC[C@H](C2=CC1)NC(=O)C=1C=NN(C1C)C